ClC=1C(=C(OCC(=O)NCCF)C=C(C1CC1=CC(=C(C=C1)O)C(C)C)C=C)F 2-(3-chloro-2-fluoro-4-(4-hydroxy-3-isopropylbenzyl)-5-vinylphenoxy)-N-(2-fluoroethyl)acetamide